1-(4-(3,5-difluorobenzyl)-3,4-dihydro-2H-benzo[b][1,4]thiazin-7-yl)-3-(1H-indol-3-yl)urea FC=1C=C(CN2C3=C(SCC2)C=C(C=C3)NC(=O)NC3=CNC2=CC=CC=C32)C=C(C1)F